4-(((1r,4r)-4-fluorocyclohexyl)amino)but-2-enamide FC1CCC(CC1)NCC=CC(=O)N